dihydro-dibenzo[a,d]cycloheptane C1CC=CC=2CC3=C(CCC21)C=CC=C3